(2-(8,9-dihydro-7H-imidazo[4,5,1-ij]quinolin-2-yl)propan-2-yl)carbamic acid tert-butyl ester C(C)(C)(C)OC(NC(C)(C)C1=NC=2CCCC3=CC=CN1C23)=O